4,4'-oxydicyclohexanol O(C1CCC(CC1)O)C1CCC(CC1)O